CN(CCCCNC(=O)C1=NN2C(N=C(C=C2N2CCOCC2)N2N=C(C=C2)C=2C=C(C=CC2)C)=C1)C N-(4-(dimethylamino)butyl)-7-morpholino-5-(3-(m-tolyl)-1H-pyrazol-1-yl)pyrazolo[1,5-a]pyrimidine-2-carboxamide